FC(OC1=C(C=C(C=C1)C)[C@H]1CCN2N1C=1C=C(C=CC1C2=O)C=2C=NC(=NC2)C(C)(C)O)F (R)-3-(2-(difluoromethoxy)-5-methylphenyl)-6-(2-(2-hydroxypropan-2-yl)pyrimidin-5-yl)-2,3-dihydro-1h,9h-pyrazolo[1,2-a]indazol-9-one